4-methyl-3,4-dihydro-2H-pyran-2-one CC1CC(OC=C1)=O